CN1N=CC(=C1C1=CC=C(N=N1)OCC1C[C@@H]2[C@@H](CN(C2)CC2=NC=CC=C2)C1)C (3aR,6aS)-5-[[6-(2,4-dimethylpyrazol-3-yl)pyridazin-3-yl]oxymethyl]-2-(2-pyridylmethyl)-3,3a,4,5,6,6a-hexahydro-1H-cyclopenta[c]pyrrole